sodium 4-(decanoyloxy)benzoic acid C(CCCCCCCCC)(=O)OC1=CC=C(C(=O)O)C=C1.[Na]